tert-Butyl N-[(1RS,3RS)-4,4-difluoro-3-methylcyclohexyl]carbamate FC1([C@@H](C[C@@H](CC1)NC(OC(C)(C)C)=O)C)F |r|